Cl(=O)(=O)(=O)[O-].C[N+]=1CCC(=CC1)C1=CC=CC=C1 1-methyl-4-phenyl-2,3-dihydropyridinium perchlorate